(S)-tert-butyl (2-hydroxy-3-{5-methyl-6-((4-methyloxazol-5-yl)methoxy)-3,4-dihydroisoquinolin-2(1H)-yl}propyl)carbamate O[C@@H](CNC(OC(C)(C)C)=O)CN1CC2=CC=C(C(=C2CC1)C)OCC1=C(N=CO1)C